(R)-1-((tetrahydrofuran-2-yl)methyl)-1H-indazole-3-carboxylic acid O1[C@H](CCC1)CN1N=C(C2=CC=CC=C12)C(=O)O